4-(4-methylbenzylthio)benzophenone CC1=CC=C(CSC2=CC=C(C(=O)C3=CC=CC=C3)C=C2)C=C1